ClC=1C=C(C=CC1)C1=NC(=NC(=N1)C1=CC=CC=C1)C=1C=C(C=CC1)N1C2=CC=CC=C2C=2C=C(C=CC12)C1=CC=CC=C1 9-(3-(4-(3-chlorophenyl)-6-phenyl-1,3,5-triazin-2-yl)phenyl)-3-phenyl-9H-carbazole